(R)-5-methoxy-7-methyl-N2-(1-methylpyrrolidin-3-yl)pyrido[2,3-d]pyrimidine-2,4-diamine COC1=CC(=NC=2N=C(N=C(C21)N)N[C@H]2CN(CC2)C)C